(S)-3-(5-(((R)-4,4-Difluoro-1-((7-(tetrahydro-2H-pyran-4-yl)isoquinolin-3-yl)methyl)pyrrolidin-3-yl)oxy)-1-oxoisoindolin-2-yl)piperidine-2,6-dione FC1([C@@H](CN(C1)CC=1N=CC2=CC(=CC=C2C1)C1CCOCC1)OC=1C=C2CN(C(C2=CC1)=O)[C@@H]1C(NC(CC1)=O)=O)F